5-(4-(8-(2,3-difluoro-6-(2-morpholinothiazol-4-yl)phenoxy)octanoyl)piperazin-1-yl)-2-(2,6-dioxopiperidin-3-yl)-6-fluoroisoindoline-1,3-dione FC1=C(OCCCCCCCC(=O)N2CCN(CC2)C=2C=C3C(N(C(C3=CC2F)=O)C2C(NC(CC2)=O)=O)=O)C(=CC=C1F)C=1N=C(SC1)N1CCOCC1